OC1=C(C=CC=C1)C=1C=C2C=CN(C2=C(C1)C(=O)NCC1=CC=C(C(=O)O)C=C1)CC1=CC=C(C=C1)C(F)(F)F 4-((5-(2-Hydroxyphenyl)-1-(4-(trifluoromethyl)benzyl)-1H-indol-7-amido)methyl)benzoic acid